2-Fluoro-4-(2-methylpropyl)-6-(1,2,3,6-tetrahydropyridin-4-yl)benzonitrile FC1=C(C#N)C(=CC(=C1)CC(C)C)C=1CCNCC1